tert-butyl (4-(((5-fluoropyridin-2-yl)methyl)amino)butyl)carbamate FC=1C=CC(=NC1)CNCCCCNC(OC(C)(C)C)=O